methyl 7-(1-(tert-butoxycarbonyl) piperidin-4-yl)-2-(4-phenoxyphenyl)-6,7-dihydro-5H-pyrrolo[1,2-a]imidazole-3-carboxylate C(C)(C)(C)OC(=O)N1CCC(CC1)C1CCN2C1=NC(=C2C(=O)OC)C2=CC=C(C=C2)OC2=CC=CC=C2